CN(CCN(CCN(C)C)C)C N,N,N',N'',N''-pentamethyldi-ethylenetriamine